ClC=1C=C(C=CC1)NC(=O)NCC1=CC(=NC=C1)C(C)(F)F 1-(3-chlorophenyl)-3-[[2-(1,1-difluoroethyl)pyridin-4-yl]methyl]urea